4-{(3S,5aR,6R,7S,8aS)-6-[(E,3R)-4-(2,5-difluorophenoxy)-3-hydroxy-buten-1-yl]-7-hydroxyoctahydro-2H-cyclopenta[b]oxepin-3-yl}butanoic acid FC1=C(OC[C@@H](/C=C/[C@H]2[C@H](C[C@@H]3OC[C@H](CC[C@@H]32)CCCC(=O)O)O)O)C=C(C=C1)F